The molecule is a glycosylglucopyranuronic acid consisting of alpha-D-xylosyl and D-glucuronic acid residues joined by a (1->3)-linkage. A repeating structure in glycoproteins. It is a carbohydrate acid and a glycosylglucopyranuronic acid. C1[C@H]([C@@H]([C@H]([C@H](O1)O[C@H]2[C@@H]([C@H](O[C@H]([C@@H]2O)O)C(=O)O)O)O)O)O